N2-(4-methoxybenzyl)quinoline-2,7-diamine COC1=CC=C(CNC2=NC3=CC(=CC=C3C=C2)N)C=C1